tert-butyl (2S,4R)-2-[5-[(4-bromophenyl)methyl]-1H-imidazol-2-yl]-4-hydroxypyrrolidine-1-carboxylate BrC1=CC=C(C=C1)CC1=CN=C(N1)[C@H]1N(C[C@@H](C1)O)C(=O)OC(C)(C)C